C12(CC3CC(CC(C1)C3)C2)CC(=O)NC2=CC3=C(NC(=N3)CC3OCCCC3)C=C2 2-(1-adamantyl)-N-[2-(tetrahydropyran-2-ylmethyl)-1H-benzoimidazol-5-yl]acetamide